O(P([O-])(=O)OP(=O)([O-])[O-])C=CCCCCC heptenyl pyrophosphate